8-fluoro-2-(6-(piperidin-4-yl)pyridin-2-yl)-1,2,3,4-tetrahydroisoquinoline-6-carbonitrile FC=1C=C(C=C2CCN(CC12)C1=NC(=CC=C1)C1CCNCC1)C#N